1,3-dihydroxypropan-2-yl-palmitate OCC(CO)OC(CCCCCCCCCCCCCCC)=O